C(C)(=O)N1CCN(CC1)CC1=C(C=C(C=C1)NC(=O)NC=1SC(=C(N1)C)C1=NC(=NC=C1Cl)NC)C(F)(F)F 1-(4-((4-Acetylpiperazin-1-yl)methyl)-3-(trifluoromethyl)phenyl)-3-(5-(5-chloro-2-(methylamino)pyrimidin-4-yl)-4-methylthiazol-2-yl)urea